(1,5-cyclooctadiene) palladium [Pd].C1=CCCC=CCC1